N-((3R,4S)-4-((7-(2,6-difluoro-3,5-dimethoxyphenyl)-5-((2-hydroxyethyl)amino)-2,6-naphthyridin-3-yl)amino)tetra-hydrofuran-3-yl)acrylamide FC1=C(C(=C(C=C1OC)OC)F)C1=NC(=C2C=C(N=CC2=C1)N[C@H]1[C@H](COC1)NC(C=C)=O)NCCO